FC1(C(C(N(C1)[P](N1CCCC1)(N1CCCC1)ON1N=NC2=C1C=CC=C2)(F)F)(F)F)F hexafluoro-benzotriazole-1-yl-oxy-tripyrrolidinyl-phosphorus